1-(3-fluorophenyl)-5-((5-methylfuran-2-yl)methylene)-2-thioxodihydropyrimidine-4,6(1H,5H)-dione FC=1C=C(C=CC1)N1C(NC(C(C1=O)=CC=1OC(=CC1)C)=O)=S